C(C)(C)(C)OC(=O)NCC1=CC=C(C=C1)C=1SC=C(N1)C(=O)N[C@@H](CO)C(=O)OC Methyl (2-(4-(((tert-butoxycarbonyl)amino)methyl)phenyl)thiazole-4-carbonyl)-Z-serinate